Br[C@H]1[C@@H]2N(C([C@H]1CC2=C(F)F)=O)CC2=CC=C(C=C2)OC (1R,4R,7R)-(+)-7-bromo-6-(difluoromethylene)-2-(4-methoxybenzyl)-2-aza-bicyclo[2.2.1]Heptan-3-one